Ethyl 4-((3-chloro-4-fluorophenyl) amino)-6-cyano-1H-indole-2-carboxylate ClC=1C=C(C=CC1F)NC1=C2C=C(NC2=CC(=C1)C#N)C(=O)OCC